ClC=1N=CC2=C(N1)C1(C(N2)=O)CCOCC1 chloro-2,3,5,6-tetrahydrospiro[pyran-4,7'-pyrrolo[3,2-d]pyrimidine]-6'(5'H)-one